3-((S)-3-((R)-8-(3-cyano-1H-pyrrolo[2,3-b]pyridin-5-ylsulfonyl)-1-oxa-8-azaspiro[4.5]dec-3-ylamino)-2-hydroxypropoxy)-N-methylbenzenesulfonamide C(#N)C1=CNC2=NC=C(C=C21)S(=O)(=O)N2CCC1(C[C@H](CO1)NC[C@@H](COC=1C=C(C=CC1)S(=O)(=O)NC)O)CC2